F[C@@H]1C[C@H](N(C1)C)COC=1C=CC(=C(C(=O)N[C@H](C)C2=CC(=NC3=CC=CC=C23)C=2C=NN(C2)C)C1)C 5-(((2S,4R)-4-fluoro-1-methylpyrrolidin-2-yl)methoxy)-2-methyl-N-((R)-1-(2-(1-methyl-1H-pyrazol-4-yl)quinolin-4-yl)ethyl)benzamide